ClC1=CC=C(C=C1)C=1C=2C(=C(SC2N2C(=NN=C2[C@@H](N1)C)C)C)C (9S)-7-(4-chlorophenyl)-4,5,9,13-tetramethyl-3-thia-1,8,11,12-tetraazatricyclo[8.3.0.02,6]trideca-2(6),4,7,10,12-pentaene